N-[2-(2-cyanophenyl)-1-methylpyrrolo[2,3-c]pyridin-5-yl]cyclopropanecarboxamide C(#N)C1=C(C=CC=C1)C1=CC=2C(=CN=C(C2)NC(=O)C2CC2)N1C